1,4-dimethylphthalazine-6-carbonitrile CC1=NN=C(C2=CC(=CC=C12)C#N)C